7-chloro-6-fluoro-1-(4-fluoro-2-methylphenyl)-3-(2-methyl-6-oxo-1,6-dihydropyridin-3-yl)-2,3-dihydropyrido[2,3-d]pyrimidin-4(1H)-one ClC=1C(=CC2=C(N(CN(C2=O)C2=C(NC(C=C2)=O)C)C2=C(C=C(C=C2)F)C)N1)F